CC1=CCC(CC1)/C(=C\CC=C(C)C)/C alpha-bisabolene